Cl.S(N)(=O)(=O)N1C(=C(C=C1)C=1CCNCC1)C(=O)O 1-Sulfamoyl-3-(1,2,3,6-tetrahydropyridin-4-yl)-1H-pyrrole-2-carboxylic acid hydrochloride